1-(4-bromo-5-ethyl-1-methyl-1H-pyrazol-3-yl)prop-2-en-1-one BrC=1C(=NN(C1CC)C)C(C=C)=O